C1=CC=CC2=CC=CC=C12 naphthalen